[Cl].C(C)N1CN(C=C1)C 1-ethyl-3-methyl-imidazole chlorine salt